zinc-cobalt selenide [Co]=[Se].[Zn]